ClC=1C=C(C=NC1N1N=CC=N1)NC(=O)C=1C=NN(C1C(F)(F)F)C1=C2C=CC(NC2=CC=C1)=O N-(5-Chloro-6-(2H-1,2,3-triazol-2-yl)pyridin-3-yl)-1-(2-oxo-1,2-dihydro-chinolin-5-yl)-5-(trifluoromethyl)-1H-pyrazol-4-carboxamid